methyl α-triethoxysilylpropionate C(C)O[Si](C(C(=O)OC)C)(OCC)OCC